ClC=1C=C(C=CC1)C(CNC1(CC1)CC#N)=O 2-(1-{[2-(3-chlorophenyl)-2-oxoethyl]amino}cyclopropyl)acetonitrile